4-chloro-5-(3-(5-fluoro-2-(trifluoromethyl)benzyl)-5,6-dihydroimidazolo[1,2-a]pyrazin-7(8H)-yl)pyridazin-3(2H)-one ClC=1C(NN=CC1N1CC=2N(CC1)C(=CN2)CC2=C(C=CC(=C2)F)C(F)(F)F)=O